3-(4-fluorophenyl)-1-hydroxy-2-(pyridin-4-yl)-1h-pyrrolo[3,2-b]pyridine FC1=CC=C(C=C1)C1=C(N(C=2C1=NC=CC2)O)C2=CC=NC=C2